(6-((2-((5-fluoro-2-methoxy-4-(4-(4-methylpiperazin-1-yl)piperidin-1-yl)phenyl)amino)-7H-pyrrolo[2,3-d]pyrimidin-4-yl)amino)quinoxalin-5-yl)dimethylphosphine oxide FC=1C(=CC(=C(C1)NC=1N=C(C2=C(N1)NC=C2)NC=2C(=C1N=CC=NC1=CC2)P(C)(C)=O)OC)N2CCC(CC2)N2CCN(CC2)C